hexan-amid C(CCCCC)(=O)N